COC1=C(C=CC(=C1)OC)C1=CNC=2N=C(N=CC21)NC2CCN(CC2)S(=O)(=O)C 5-(2,4-Dimethoxyphenyl)-N-(1-(methylsulfonyl)piperidin-4-yl)-7H-pyrrolo[2,3-d]pyrimidin-2-amine